N,3-dihydroxy-2-((3-((2-methyl-[1,1'-biphenyl]-3-yl)methoxy)benzyl)amino)propanamide ONC(C(CO)NCC1=CC(=CC=C1)OCC=1C(=C(C=CC1)C1=CC=CC=C1)C)=O